Cl.Cl.COC=1C=C(C=CC1OC)C=1NC2=CC=CC=C2C1C 2-(3,4-dimethoxyphenyl)-3-methyl-1H-indole dihydrochloride